C(C)(=O)N1CC2(C1)C(CCC2)CC(=O)N2[C@@H](C[C@H](C2)F)C(=O)N[C@H](C2=CC=C(C=C2)C(C)C)C2=CC=CC=C2 (2S,4R)-1-(2-{2-acetyl-2-azaspiro[3.4]octan-5-yl}acetyl)-4-fluoro-N-[(S)-phenyl[4-(propan-2-yl)phenyl]methyl]pyrrolidine-2-carboxamide